methyl 9-oxo-9,10-dihydroacridine-3-carboxylate O=C1C2=CC=CC=C2NC=2C=C(C=CC12)C(=O)OC